5,10-Diformylphenyl-15,20-diphenylporphyrin C(=O)C=1C=CC=C(C1)C1=C2NC(=C1)C=C1C=CC(=N1)C(=C1C=CC(N1)=C(C=1C=CC(N1)=C2C2=CC=CC=C2)C2=CC=CC=C2)C=O